(1S,2R)-(-)-1-amino-2-indanol C1[C@H]([C@H](C2=CC=CC=C21)N)O